{3-[(1S)-1-{[(S)-2-methylpropan-2-sulfinyl]amino}ethyl]bicyclo[1.1.1]pentan-1-yl}carbamic acid tert-butyl ester C(C)(C)(C)OC(NC12CC(C1)(C2)[C@H](C)N[S@@](=O)C(C)(C)C)=O